C1(CC1)C1=CC(=NO1)C1=NN(C2=NC=NC(=C21)N)C(C(F)(F)F)C 3-(5-cyclopropylisoxazol-3-yl)-1-(2,2,2-trifluoro-1-methyl-ethyl)pyrazolo[3,4-d]pyrimidin-4-amine